3,3'-[[2,2-bis[(2-propyn-1-yloxy)methyl]-1,3-propanediyl]bis(oxy)]bis-1-propyne ethyl-6-(2-aminoethyl)-7-oxo-5H-pyrrolo[3,4-b]pyridine-2-carboxylate C(C)OC(=O)C1=CC=C2C(=N1)C(N(C2)CCN)=O.C(C#C)OCC(COCC#C)(COCC#C)COCC#C